C(C)OC(=O)C=1C(NC2=NC=C(C=C2C1O)Br)=O.BrC=1C=CC(=C(C1)C1=NN2C(=NC=3C=CC=CC3C2=N1)N[C@@H](C(=O)N)CC)OC(F)(F)F (2R)-2-({2-[5-bromo-2-(trifluoromethoxy)phenyl][1,2,4]triazolo[1,5-c]quinazolin-5-yl}amino)butanamide ethyl-6-bromo-4-hydroxy-2-oxo-1,2-dihydro-1,8-naphthyridine-3-carboxylate